CC1=CC=C(C=C1)S(=O)(=O)O.ClC=1C(=CC2=C(N(C(O2)=O)CCC(=O)O)C1)O[C@H](C)C1=NC=CC=C1 (R)-3-(5-chloro-2-oxo-6-(1-(pyridin-2-yl)ethoxy)benzo[d]oxazol-3(2H)-yl)propanoic acid compound with 4-methylbenzene-sulfonic acid